3-(2,5-dichloro-4-pyrimidinyl)-1-[(4-methylphenyl)sulfonyl]-7-nitro-1H-indole ClC1=NC=C(C(=N1)C1=CN(C2=C(C=CC=C12)[N+](=O)[O-])S(=O)(=O)C1=CC=C(C=C1)C)Cl